C(=O)(O)NC1=NC(N([C@]2([C@]([C@H](O)[C@@H](CO)O2)(F)Br)CC2=CC=CC=C2)C=C1)=O 4-N-carboxybenzyl-2'-deoxy-2'-bromo-2'-fluorocytidine